CC1=C(C2=CC=CC=C2C=C1)P([O-])(=O)C(C1=C(C=C(C=C1C)C)C)=O methyl-2,4,6-trimethyl-benzoyl-naphthylphosphinate